C(C1=CC=CC=C1)OC1=NC(=CC=2C1=NN(C2)C2CCN(CC2)C(=O)OC(C)(C)C)C=2C=C(C=1N(N2)C=C(N1)C)C tert-butyl 4-[7-benzyloxy-5-(2,8-dimethylimidazo[1,2-b]pyridazin-6-yl)pyrazolo[3,4-c]pyridine-2-yl]piperidine-1-carboxylate